C(C1=CC=CC=C1)P(CC)(CC)(CC)Br benzyl-triethyl-phosphorus bromide